C(#N)C1=CC=CC(=N1)C=O 6-cyanopicolinaldehyde